4-[(6-chloro-2-fluoro-3-methylphenyl)amino]-2-[(6-methoxy-2-methyl-1,2,3,4-tetrahydroisoquinolin-7-yl)amino]pyrimidine-5-carboxamide ClC1=CC=C(C(=C1NC1=NC(=NC=C1C(=O)N)NC1=C(C=C2CCN(CC2=C1)C)OC)F)C